1,2-bis(diphenyl)phosphino-ethane C1(=CC=CC=C1)P(CCP(C1=CC=CC=C1)C1=CC=CC=C1)C1=CC=CC=C1